COC1=C(\C=C\2/NC(N(C2=O)CCCCCCC(=O)O)=O)C=CC=C1 (Z)-7-(4-(2-methoxybenzylidene)-2,5-dioxoimidazolidin-1-yl)heptanoic acid